C1C2N(CCN1)CCNC2 octahydro-2H-pyrazino[1,2-a]pyrazine